FC1=C(C=C(C(=C1)C1=NC=C(N=C1)N(C)C1C([C@@H]2CC[C@H](C1)N2)F)O)C2=CC(N(C=C2)CF)=O 4-(2-fluoro-4-(5-(((1S,5R)-2-fluoro-8-azabicyclo[3.2.1]octan-3-yl)(methyl)amino)pyrazin-2-yl)-5-hydroxyphenyl)-1-(fluoromethyl)pyridin-2(1H)-one